CN(CCCNC(C=CNCCCN(C)C)=O)C N-[3-(dimethylamino)propyl]-3-{[3-(dimethylamino)-propyl]amino}propenamide